C12CNCC(N1CC1=CC=C(CN3C(C4=C(N=C(N=C4NCCCC)N)C=C3)=O)C=C1)C2 6-(4-((3,6-diazabicyclo[3.1.1]heptan-6-yl)methyl)benzyl)-2-amino-4-(butylamino)pyrido[4,3-d]pyrimidin-5(6H)-one